COC1=CC=C(CNC(NC2=CC=C(C=C2)NC(CN2CCOCC2)=O)=O)C=C1 N-(4-(3-(4-methoxybenzyl)ureido)phenyl)-2-morpholinoacetamide